2-(4-chlorophenyl)-4-phenyl-6-(1-phenyldibenzo[b,d]furan-3-yl)-1,3,5-triazine ClC1=CC=C(C=C1)C1=NC(=NC(=N1)C1=CC=CC=C1)C=1C=C(C2=C(OC3=C2C=CC=C3)C1)C1=CC=CC=C1